dibenzofuran-d7 C1(=C(C(=C(C=2OC3=C(C21)C=C(C(=C3[2H])[2H])[2H])[2H])[2H])[2H])[2H]